5-[[6-[(2,5-dichloropyrimidin-4-yl)amino]-3-methyl-2-oxo-benzimidazol-1-yl]methyl]-5-ethyl-oxazolidin-2-one ClC1=NC=C(C(=N1)NC=1C=CC2=C(N(C(N2C)=O)CC2(CNC(O2)=O)CC)C1)Cl